3-chloro-5-methoxy-8-[(2R,3S)-2-methyl-3-((methylsulfonyl)methyl)azetidin-1-yl]isoquinoline ClC=1N=CC2=C(C=CC(=C2C1)OC)N1[C@@H]([C@H](C1)CS(=O)(=O)C)C